N1(N=CC=C1)C1=CC=C(C=C1)NC1=NC2=C(C=CC=C2C=N1)C=1C=C(C=CC1)NC(C=C)=O N-(3-(2-((4-(1H-pyrazol-1-yl)phenyl)amino)quinazolin-8-yl)phenyl)acrylamide